(S)-2-((4-(6-((4-(dimethylphosphoryl)-2-fluorobenzyl)oxy)pyridin-2-yl)piperidin-1-yl)methyl)-1-(oxetan-2-ylmethyl)-1H-benzo[d]imidazole-6-carboxylic acid CP(=O)(C)C1=CC(=C(COC2=CC=CC(=N2)C2CCN(CC2)CC2=NC3=C(N2C[C@H]2OCC2)C=C(C=C3)C(=O)O)C=C1)F